N-methyl-2,2-difluoro-N-(2,2,2-trifluoro-1-(4-fluorophenyl)ethyl)benzo[d][1,3]dioxole-5-sulfonamide CN(S(=O)(=O)C1=CC2=C(OC(O2)(F)F)C=C1)C(C(F)(F)F)C1=CC=C(C=C1)F